BrC=1C=C(C=CC1)C1(CC(C1)C)CC(=O)O 2-(1-(3-bromophenyl)-3-methylcyclobutyl)acetic acid